(R)-3-amino-N-(3-(4-fluoro-3-methylphenyl)pyrrolidin-3-yl)-4-(trifluoromethoxy)benzenesulfonamide NC=1C=C(C=CC1OC(F)(F)F)S(=O)(=O)N[C@@]1(CNCC1)C1=CC(=C(C=C1)F)C